OCCOC1=C(C=C(C=C1C)C1=NC2=C(C=CC=C2C(N1)=O)OC)C 2-(4-(2-hydroxyethoxy)-3,5-dimethylphenyl)-8-methoxyquinazolin-4(3H)-one